2,4,6,8-tetramethylcyclotetra-siloxane C[SiH]1O[SiH](O[SiH](O[SiH](O1)C)C)C